Cl.Cl.Cl.C1(=CC=CC=C1)C(=N)C1=CC=CC=C1 diphenylmethanimine, trihydrochloride